N1=BN=[CH2+]C=C1 [1,3,2]diazaborinin-4-ium